FC=1C=C(C=CC1)NC(=S)N 1-(3-fluorophenyl)thiourea